1-(4-(2-((1-(2-methoxyethyl)-1H-pyrazol-4-yl)amino)thiazol-4-yl)-3-methylphenyl)imidazolidin-2-one COCCN1N=CC(=C1)NC=1SC=C(N1)C1=C(C=C(C=C1)N1C(NCC1)=O)C